[Cl-].CN1C(N(C=C1)C)Cl 1,3-dimethyl-2-chloroimidazole chloride